1-(3-chloropyridin-2-yl)-3-(thietan-3-yloxy)-1H-pyrazole-5-carboxamide ClC=1C(=NC=CC1)N1N=C(C=C1C(=O)N)OC1CSC1